CN1NC(C2=CC=CC=C2C1)=O 3-methyl-1-oxo-3,4-dihydro-phthalazine